NC1=C(C=C(C2=CC=CC=C12)S(=O)(=O)O)N=NC=1C=NC(=CC1)C1=C(C=CC(=C1)C)F 4-Amino-3-[6-(2-fluoro-5-methylphenyl)pyridin-3-ylazo]naphthalene-1-sulfonic acid